4,6-dimethoxy-N-(2-(piperazin-1-yl)-5-(trifluoromethyl)phenyl)pyrimidin-2-amine COC1=NC(=NC(=C1)OC)NC1=C(C=CC(=C1)C(F)(F)F)N1CCNCC1